COC1(CC2C(CNC2)C1)C1=CC=CC=C1 5-methoxy-5-phenylhexahydrocyclopenta[c]pyrrol